N1CC(C1)NC1=NC(=NC=C1C(=O)N)NC1=CC2=C(OC[C@H](CN2)O)C=C1 4-((azetidin-3-yl)amino)-2-(((S)-2,3,4,5-tetrahydro-3-hydroxybenzo[b][1,4]oxazepin-7-yl)amino)pyrimidine-5-carboxamide